O=C1NC(CCC1C1=NN(C2=CC(=CC=C12)NC1C[C@H]2COC[C@@H](C1)N2C(=O)OC(C)(C)C)C)=O tert-Butyl (1R,5S)-7-[[3-(2,6-dioxo-3-piperidyl)-1-methyl-indazol-6-yl]amino]-3-oxa-9-azabicyclo[3.3.1]nonane-9-carboxylate